N,N'-bis(4-isopropylphenyl)-N,N'-di(p-tolyl)pyrene-1,6-diamine C(C)(C)C1=CC=C(C=C1)N(C1=CC=C2C=CC=3C(=CC=C4C=CC1=C2C34)N(C3=CC=C(C=C3)C)C3=CC=C(C=C3)C(C)C)C3=CC=C(C=C3)C